(R)-3-(1-acryloylpiperidin-3-yl)-7-amino-1-(4-(2,3-difluorophenoxy)phenyl)-1,5-dihydro-4H-pyrrolo[2,3-d]pyridazin-4-one C(C=C)(=O)N1C[C@H](CCC1)C1=CN(C=2C(=NNC(C21)=O)N)C2=CC=C(C=C2)OC2=C(C(=CC=C2)F)F